O1COC2=C1C=CC(=C2)N2CC(C2)CN2C1=C(SCC2=O)C=CC(=C1)NC(=O)NC1=CNC2=CC=CC=C12 1-(4-((1-(benzo[d][1,3]dioxol-5-yl)azetidin-3-yl)methyl)-3-oxo-3,4-dihydro-2H-benzo[b][1,4]thiazin-6-yl)-3-(1H-indol-3-yl)urea